1-((3,3-dimethylcyclohexyl)methyl)-4-(4,4,5,5-tetramethyl-1,3,2-dioxaborolan-2-yl)-1H-pyrazole CC1(CC(CCC1)CN1N=CC(=C1)B1OC(C(O1)(C)C)(C)C)C